ClC1=CC=C(C=C1)C=1N=CN(C1C1=CC=NC=C1)CC(=O)N1CC(C1)CN1C=NC=C1 2-[4-(4-chlorophenyl)-5-(pyridin-4-yl)-1H-imidazol-1-yl]-1-{3-[(1H-imidazol-1-yl)methyl]azetidin-1-yl}ethan-1-one